BrC=1C=CC2=C(OC(C(N2)=O)C2=CC=CC=C2)N1 6-bromo-3-phenyl-1H-pyrido[2,3-b][1,4]oxazin-2(3H)-one